Methyl 3-(benzyloxy)-4-bromopicolinate C(C1=CC=CC=C1)OC=1C(=NC=CC1Br)C(=O)OC